ClC1=NC(=CC(=C1)\C=C\1/CN(CCC1)C(=O)OC(C)(C)C)N1C(C2=CC(=CC=C2C1)C1(COC1)CC1=NN=CN1C)=O tert-Butyl (Z)-3-((2-chloro-6-(6-(3-((4-methyl-4H-1,2,4-triazol-3-yl)methyl)-oxetan-3-yl)-1-oxoisoindolin-2-yl)pyridin-4-yl)methylene)piperidine-1-carboxylate